C(C)(C)OC=1C(=C(OC[C@@H]2N(C[C@H](C2)OC2=CC=C3CCC(NC3=C2)=O)C(=O)OC(C)(C)C)C=CC1)C(=O)OC tert-butyl (2R,4S)-2-((3-isopropoxy-2-(methoxycarbonyl)phenoxy)methyl)-4-((2-oxo-1,2,3,4-tetrahydro Quinolin-7-yl)oxy)pyrrolidine-1-carboxylate